1-(4-(6-Amino-5-(3-fluoro-4-((4-methylpyrimidin-2-yl)oxy)phenyl)pyrimidin-4-yl)-3,6-dihydropyridine-1(2H)-yl)-2-methylprop-2-en-1-one NC1=C(C(=NC=N1)C=1CCN(CC1)C(C(=C)C)=O)C1=CC(=C(C=C1)OC1=NC=CC(=N1)C)F